(5S)-7-chloro-4,4-difluoro-1,2,3,4-tetrahydrospiro[1-benzazepin-5,2'-oxirane]-1-carboxylic acid tert-butyl ester C(C)(C)(C)OC(=O)N1CCC([C@]2(OC2)C2=C1C=CC(=C2)Cl)(F)F